C1(=CC=CC=C1)N(C1=CC=C(C=C1)C=1C=CC=2N(C3=CC=CC=C3C2C1)C1=NC(=C(C(=C1N1C2=CC=C(C=C2C=2C=C(C=CC12)C)C)C1=C(C=CC=C1)C=1C(=NC(=CC1)C)C)N1C2=CC=C(C=C2C=2C=C(C=CC12)C)C)N1C2=CC=C(C=C2C=2C=C(C=CC12)C)C)C1=CC=CC=C1 N,N-diphenyl-4-(9-(3,5,6-tris(3,6-dimethyl-9H-carbazol-9-yl)-4-(2-(2,6-dimethylpyridin-3-yl)phenyl)pyridin-2-yl)-9H-carbazol-3-yl)aniline